C(CCCCCCC\C=C/C\C=C/CCCCC)OC(C(C)OCCCCCCCC\C=C/C\C=C/CCCCC)N(C)C 1,2-dilinoleyloxy-N,N-dimethylpropylamine